Cl.NCCC[C@@H](C(=O)OC)NC(C=CC1=CC=CC=C1)=O Methyl (S)-5-Amino-2-Cinnamamidopentanoate HCl Salt